OC1=CC(=NC=C1C(=O)OCC)O ethyl 4,6-dihydroxynicotinate